Cl.Cl.C(CCC)OC(CN1CCNCC1)=O.COC1=CC=C(C=C1)[C@@H](CC1=NC2=CC=CC=C2C=C1)NC(C)=O (R)-N-(1-(4-methoxyphenyl)-2-(quinolin-2-yl)ethyl)acetamide butyl-piperazin-1-yl-acetate dihydrochloride